2-[3-(5-chloro-2,4-difluoro-phenyl)-1H-pyrazol-4-yl]-7-(6,7-dihydro-5H-imidazo[1,2-a]imidazol-3-yl)-1,5-naphthyridine ClC=1C(=CC(=C(C1)C1=NNC=C1C1=NC2=CC(=CN=C2C=C1)C1=CN=C2N1CCN2)F)F